ICC\C=C/CCCCCCCC(OCCCCCCCC)OCCCCCCCC (3Z)-1-iodo-12,12-dioctanoxy-3-dodecene